3,3'-biphenyl-diamine C1(=CC(=CC=C1)N)C1=CC(=CC=C1)N